tert-butyl-(1S,3aR,6aS)-2-(4-methoxy-1H-indole-2-carbonyl)-hexahydro-1H-cyclopenta[c]pyrrole C(C)(C)(C)[C@H]1N(C[C@H]2[C@@H]1CCC2)C(=O)C=2NC1=CC=CC(=C1C2)OC